6-(3-chlorophenyl)-1-[(5-methyl-3-pyridyl)methyl]-3H-imidazo[4,5-b]pyridin-2-one ClC=1C=C(C=CC1)C=1C=C2C(=NC1)NC(N2CC=2C=NC=C(C2)C)=O